hexa-carbanol C(CCCCC)O